[N+](=[N-])=NCCCC[C@@H](N)C(=O)O N6-diazo-D-lysine